2-cyclobutyl-N-(4-methyl-3-pyridazin-3-ylphenyl)propanamide C1(CCC1)C(C(=O)NC1=CC(=C(C=C1)C)C=1N=NC=CC1)C